OCCN(C(OC(C)(C)C)=O)C tert-butyl (2-hydroxy ethyl)(methyl)carbamate